NC1=C(C(=C(C=N1)NC(C1=NC(=CC=C1)C(F)(F)F)=O)C(C)(C)O)F N-(6-amino-5-fluoro-4-(2-hydroxypropan-2-yl)pyridin-3-yl)-6-(trifluoromethyl)picolinamide